2-(5-(5-(1-(1H-pyrrolo[2,3-b]pyridin-4-yl)ethoxy)-1H-indazol-3-yl)pyridin-2-yl)-7-(cyclohexylmethyl)-2,7-diazaspiro[3.5]nonane N1C=CC=2C1=NC=CC2C(C)OC=2C=C1C(=NNC1=CC2)C=2C=CC(=NC2)N2CC1(C2)CCN(CC1)CC1CCCCC1